BrC1=C(C=CC(=C1)\C=C\C=1SC2=C(N1)C=C(C(=C2)N(C)CCOCCF)CC)O (E)-2-bromo-4-(2-(5-ethyl-6-((2-(2-fluoroethoxy)ethyl)(methyl)amino)benzo[d]thiazol-2-yl)vinyl)phenol